BrC1=CC(=C(C(=O)O)C=C1)SC1=C(C=CC=C1)Cl 4-bromo-2-(2-chlorophenyl)sulfanyl-benzoic acid